(R)-N-(3,3-difluoro-1-(methyl-d3)piperidin-4-yl)-6-fluoro-4-methoxy-5-(1-(2,2,2-trifluoroethyl)-1H-benzo[d][1,2,3]triazol-6-yl)pyrrolo[2,1-f][1,2,4]triazin-2-amine FC1(CN(CC[C@H]1NC1=NN2C(C(=N1)OC)=C(C(=C2)F)C=2C=CC1=C(N(N=N1)CC(F)(F)F)C2)C([2H])([2H])[2H])F